(R)-1-(4-(3-((tert-butoxycarbonyl)amino) propyl)-1,4-diazepan-1-yl)-6-hydroxyhexan-3-yl 3,4,5-trimethoxybenzoate COC=1C=C(C(=O)O[C@@H](CCN2CCN(CCC2)CCCNC(=O)OC(C)(C)C)CCCO)C=C(C1OC)OC